[Cl-].OC1=CC=C(C=C1)C1=CN=C(S1)NC(CCCCCC[NH3+])=O 7-((5-(4-hydroxyphenyl)thiazol-2-yl)amino)-7-oxoheptan-1-aminium chloride